Bis(2,3-dimercaptopropyl) thiodiacetate S(CC(=O)OCC(CS)S)CC(=O)OCC(CS)S